2-(azetidin-3-ylamino)-8-(isopropylamino)pyrido[3,4-d]pyrimidine-6-carbonitrile N1CC(C1)NC=1N=CC2=C(N1)C(=NC(=C2)C#N)NC(C)C